O=C1NC(CCC1N1C(N(C2=C1C=CC=C2CCCCCCCN2N=CC(=C2)CC(=O)OC(C)(C)C)C)=O)=O Tert-butyl 2-(1-(7-(1-(2,6-dioxopiperidin-3-yl)-3-methyl-2-oxo-2,3-dihydro-1H-benzo[d]imidazol-4-yl)heptyl)-1H-pyrazol-4-yl)acetate